((2R,3S,4R,5R)-5-(4-aminopyrrolo[2,1-f][1,2,4]triazin-7-yl)-5-cyano-3,4-dihydroxytetrahydrofuran-2-yl)methyl 2-(tetrahydro-2H-pyran-4-yl)acetate O1CCC(CC1)CC(=O)OC[C@H]1O[C@@]([C@@H]([C@@H]1O)O)(C#N)C1=CC=C2C(=NC=NN21)N